N-(1-(4-fluoro-2-methylbenzyl)-2-(7-hydroxy-1-methyl-1H-pyrrolo[2,3-c]pyridin-3-yl)-1H-benzo[d]imidazol-4-yl)ethanesulfonamide FC1=CC(=C(CN2C(=NC3=C2C=CC=C3NS(=O)(=O)CC)C3=CN(C2=C(N=CC=C23)O)C)C=C1)C